CC1=CC2=NC(=CC=C2N1)S(=O)[O-].[Na+] Sodium 2-methyl-1H-pyrrolo[3,2-b]pyridine-5-sulfinate